(S)-6-(4-(dimethylamino)-5,6-difluoro-8-(methylamino)-9H-pyrido[2,3-b]indol-3-yl)-4-oxo-1-(pyrrolidin-3-yl)-1,4-dihydro-1,8-naphthyridine-3-carboxylic acid CN(C1=C(C=NC=2NC3=C(C=C(C(=C3C21)F)F)NC)C=2C=C1C(C(=CN(C1=NC2)[C@@H]2CNCC2)C(=O)O)=O)C